The molecule is an anthocyanin cation that is cyanidin substituted at position 3 by a 6-O-(Z-4 coumaryl)-beta-D-glucosyl residue. It is a beta-D-glucoside, an anthocyanin cation, a cinnamate ester, a polyphenol and a monosaccharide derivative. It derives from a cyanidin cation and a cis-4-coumaric acid. C1=CC(=CC=C1/C=C\\C(=O)OC[C@@H]2[C@H]([C@@H]([C@H]([C@@H](O2)OC3=CC4=C(C=C(C=C4[O+]=C3C5=CC(=C(C=C5)O)O)O)O)O)O)O)O